(S)-2-(1-(4-amino-3-(2,3-difluoro-4-methoxyphenyl)-1H-pyrazolo[3,4-D]pyrimidin-1-yl)ethyl)-3-phenylquinazolin-4(3H)-one sulfate S(=O)(=O)(O)O.NC1=C2C(=NC=N1)N(N=C2C2=C(C(=C(C=C2)OC)F)F)[C@@H](C)C2=NC1=CC=CC=C1C(N2C2=CC=CC=C2)=O